FC(C=1OC(=NN1)C=1C=NC(=CC1)COC1=CC(=NC=C1)C1=CC=CC=C1)F 2-(Difluoromethyl)-5-(6-(((2-phenylpyridin-4-yl)oxy)methyl)pyridin-3-yl)-1,3,4-oxadiazole